C(#N)C=1C=C(CNC(=O)C=2N=C(SC2)C#C)C=CC1 N-(3-cyanobenzyl)-2-ethynyl-thiazole-4-carboxamide